C(C(C)C)C(CC1=NCCC2=C1NC1=CC(=CC=C21)OC)CC2=NCCC1=C2NC2=CC(=CC=C12)OC 1,1'-(2-isobutylpropane-1,3-diyl)bis(7-methoxy-4,9-dihydro-3H-pyrido[3,4-b]indole)